behenyl ether phosphate potassium salt [K+].P(=O)([O-])([O-])[O-].C(CCCCCCCCCCCCCCCCCCCCC)OCCCCCCCCCCCCCCCCCCCCCC.[K+].[K+]